3-(2-(pyrimidin-2-ylamino)ethyl)urea N1=C(N=CC=C1)NCCNC(N)=O